O1C(=CC=C1)CNCCCC1=CC=CC=C1 Furan-2-ylmethyl-(3-phenyl-propyl)-amine